O(S(=O)(=O)C(F)(F)F)C1=CC=2N(C3=CC=CC=C3C2C=C1[Si](C)(C)C)COC 9-(methoxymethyl)-3-(trimethylsilyl)-9H-carbazol-2-yl triflate